CC1(OCC1OC1=NN(C=C1[N+](=O)[O-])C([2H])([2H])[2H])C 3-((2,2-dimethyloxetan-3-yl)oxy)-1-(methyl-d3)-4-nitro-1H-pyrazole